2-(5-amino-6-oxo-2-phenylpyrimidin-1(6H)-yl)acetic acid NC1=CN=C(N(C1=O)CC(=O)O)C1=CC=CC=C1